4-benzyl 1-(tert-butyl) 3,3-difluorohexahydropyrrolo[3,2-b]pyrrole-1,4-dicarboxylate FC1(C2C(N(C1)C(=O)OC(C)(C)C)CCN2C(=O)OCC2=CC=CC=C2)F